NC1=C(C2=CC=CC=C2C=C1)C1=C(C=CC2=CC=CC=C12)NC(C1=CC=CC=C1)=O N-(2'-amino-[1,1'-binaphthyl]-2-yl)benzamide